CC(CCN)CC(C)N 3-methyl-1,5-hexanediamine